FC=1C(=CC=C2C(C=CNC12)=O)OC 8-fluoro-7-methoxyquinolin-4(1H)-one